CNC=1C=CC=2N(N1)C(=CN2)C2=C(C=CC=C2)O 2-[6-(methylamino)imidazo[1,2-b]pyridazin-3-yl]phenol